C(#N)C1=CC(=NC=C1)N1[C@@H](CCC1=O)C(=O)N(C1=CC(=CC=C1)F)[C@@]1(CCC2=C(C=CC=C12)C)C(NC1CC(C1)(F)F)=O (S)-1-(4-cyanopyridin-2-yl)-N-((R)-1-((3,3-difluorocyclobutyl)carbamoyl)-4-methyl-2,3-dihydro-1H-inden-1-yl)-N-(3-fluorophenyl)-5-oxopyrrolidine-2-carboxamide